tert-butyl (2R,5S)-4-(2-chloropyrido[3,2-d]pyrimidin-4-yl)-2-ethyl-5-methylpiperazine-1-carboxylate ClC=1N=C(C2=C(N1)C=CC=N2)N2C[C@H](N(C[C@@H]2C)C(=O)OC(C)(C)C)CC